C1(=CC=CC=C1)C1=NN=CC2=CC=CC=C12 4-phenylphthalazin